FC(C=1C=C(C=C(C1)C(F)(F)F)[C@@H](C)N)(F)F (R)-1-[3,5-Bis(trifluoromethyl)phenyl]ethanamine